(2S)-2-(3-(dimethylamino)-2,5-dioxopyrrolidin-1-yl)-N-(2-fluorobenzyl)propanamide sulfate S(=O)(=O)(O)O.CN(C1C(N(C(C1)=O)[C@H](C(=O)NCC1=C(C=CC=C1)F)C)=O)C